ClC=1C=CC(=C(C1)C1=CC(=C(N=N1)C1SC(CC1)=O)NC1=CC(=NC=C1)NC(CCN1CCN(CC1)C)=O)F N-(4-((6-(5-chloro-2-fluorophenyl)-3-(5-oxotetrahydrothiophen-2-yl)pyridazin-4-yl)amino)pyridin-2-yl)-3-(4-methylpiperazin-1-yl)propanamide